N-(3-(diethylamino)propyl)-7-(4-(methylcarbamoyl)phenyl)imidazo[2',1':2,3]thiazolo[5,4-d]pyrimidine-2-carboxamide C(C)N(CCCNC(=O)C=1N=CC2=C(N1)SC=1N2C=C(N1)C1=CC=C(C=C1)C(NC)=O)CC